(R)-2-chloro-4-((tetrahydro-2H-pyran-4-yl)amino)-6,7-dihydrothieno[3,2-d]pyrimidine-5-oxide ClC=1N=C(C2=C(N1)CC[S@]2=O)NC2CCOCC2